ClC=1C=C(C=CC1F)NC(N(CC1=NN=C2N1CCCCC2)C2=CC=C1C=CNC1=C2)=O 3-(3-Chloro-4-fluorophenyl)-1-(1H-indol-6-yl)-1-((6,7,8,9-tetrahydro-5H-[1,2,4]triazolo[4,3-a]azepin-3-yl)methyl)urea